N1=C(N=CC2=CC=CC=C12)C1=NNC2=CC=CC=C12 QUINAZOLINYL-INDAZOLE